ClC=1C=CC2=C(OC3=C(C(=N2)Cl)C=CC(=C3)C)C1 7,11-dichloro-3-methyldibenzo[b,f][1,4]oxazepine